O1COC2=C1C=CC(=C2)NCCO 2-(benzo[d][1,3]dioxol-5-ylamino)ethan-1-ol